CC1(CN(CCN1)[C@H](C(=O)NC1=NC=C(C=C1)OC1=CC=C(C=C1)F)C)C (2S)-2-(3,3-dimethylpiperazin-1-yl)-N-[5-(4-fluorophenoxy)pyridin-2-yl]propanamide